C(C)(=O)OCCC=O 3-acetoxy-propanal